3-ethyl-3-methyl-dihydro-2(3H)-thiophenone C(C)C1(C(SCC1)=O)C